2-fluoro-1-(isocyanatomethyl)-4-(trifluoromethoxy)benzene FC1=C(C=CC(=C1)OC(F)(F)F)CN=C=O